tert-butyl (5-(difluoromethyl)-2-((3-(5-isopropoxypyridin-2-yl)-1,2,4-thiadiazolyl)amino)pyridin-3-yl)(methyl)carbamate FC(C=1C=C(C(=NC1)NC1=NC(=NS1)C1=NC=C(C=C1)OC(C)C)N(C(OC(C)(C)C)=O)C)F